N-{(2S,3R)-4,4-difluoro-1-(1-hydroxy-cyclobutane-1-carbonyl)-2-[(2,3',5'-trifluoro[1,1'-biphenyl]-3-yl)methyl]-pyrrolidin-3-yl}ethanesulfonamide FC1([C@@H]([C@@H](N(C1)C(=O)C1(CCC1)O)CC=1C(=C(C=CC1)C1=CC(=CC(=C1)F)F)F)NS(=O)(=O)CC)F